N,N'-dimethylurea CNC(=O)NC